3-methoxy-N-methyl-5-(4,4,5,5-tetramethyl-1,3,2-dioxaborolan-2-yl)benzenesulfonamide COC=1C=C(C=C(C1)B1OC(C(O1)(C)C)(C)C)S(=O)(=O)NC